[SH-].[SH-].S=[Mo]=S Tetrathiomolybdate